C(C)(C)(C)N[C@@H](C)CC(=O)O N-tert-butyl-L-β-homoalanine